[Ir](O)(O)(O)O Iridium(IV) hydroxid